CC=1C=C(C[C@H](N)C(=O)O)C=C(C1O)C 3,5-dimethyl-tyrosine